BrCC1=CC=C(C=C1)B1OC(C(O1)(C)C)(C)C 2-(4-bromomethylphenyl)-4,4,5,5-tetramethyl-[1,3,2]-dioxaborolane